C(C)(C)(C)OC(=O)N1CCC(CC1)[C@@H](C)NS(=O)(=O)C1=C(C=C(C(=C1)C)NC(C1=C(C=CC=C1)C)=O)Cl (R)-4-(1-(2-chloro-5-methyl-4-(2-methylbenzoylamino)benzenesulfonylamino)ethyl)piperidine-1-carboxylic acid tert-butyl ester